((3R)-4-amino-3-methyl-1,3-dihydrofuro[3,4-c]quinolin-8-yl)((3R,5S)-3-methyl-5-(4-(trifluoromethoxy)phenyl)-4-morpholinyl)methanone NC1=NC=2C=CC(=CC2C2=C1[C@H](OC2)C)C(=O)N2[C@@H](COC[C@@H]2C2=CC=C(C=C2)OC(F)(F)F)C